C(C)(C)(C)C1=CC=C(NC(C(=O)OC)C=2C=NC=C(C2)F)C=C1 methyl 2-(4-tert-butylanilino)-2-(5-fluoro-3-pyridyl)acetate